N-carbamoyl-2,5,6-trichloronicotinamide C(N)(=O)NC(C1=C(N=C(C(=C1)Cl)Cl)Cl)=O